CN(C=1SC(=C(N1)C1=CC(=CC=C1)F)C(=O)NC=1C=C2CCC(NC2=CC1)=O)C 2-(dimethylamino)-4-(3-fluorophenyl)-N-(2-oxo-3,4-dihydro-1H-quinolin-6-yl)thiazole-5-carboxamide